(E)-N-benzyloxycarbonyl-L-serine C(C1=CC=CC=C1)OC(=O)N[C@@H](CO)C(=O)O